C(CCC)N1C(N(CC12CCC(CC2)(C2=CC=CC=C2)N(C)C)CC2=CC=C(C=C2)OC)=O Cis-1-butyl-8-dimethylamino-3-[(4-methoxyphenyl)-methyl]-8-phenyl-1,3-diazaspiro[4.5]decan-2-one